hydroxycinnamoyl-5-hydroxytryptamine ON(CCC1=CNC2=CC=C(C=C12)O)C(C=CC1=CC=CC=C1)=O